The molecule is a trihydroxyflavone that is flavone substituted by hydroxy groups at positions 5, 7 and 2' and a methoxy group at position 6. It has been isolated from the roots of Rubia yunnanensis. It has a role as a plant metabolite. It is a trihydroxyflavone and a monomethoxyflavone. It derives from a flavone. COC1=C(C2=C(C=C1O)OC(=CC2=O)C3=CC=CC=C3O)O